C1(CCC1)OC1=C(C=C(C=O)C=C1)OCCO 4-Cyclobutoxy-3-(2-hydroxyethoxy)benzaldehyde